1-(2,2-dimethyl-1,3-dioxolan-4-yl)prop-2-en-1-ol CC1(OCC(O1)C(C=C)O)C